NC=1C(=C(C#N)C=CC1)NC1=NC=CC=N1 AMINOPYRIMIDINYLAMINOBENZONITRILE